tert-butyl (3-iodophenyl)carbamate IC=1C=C(C=CC1)NC(OC(C)(C)C)=O